CN1C(=C(C=2N=CN=CC21)C2=CC=C(C=C2)OC2=NC(=CC=C2)C)C2=CC=C(C=C2)NC(C(=C)C)=O N-(4-(5-methyl-7-(4-((6-methylpyridin-2-yl)oxy)phenyl)-5H-pyrrolo[3,2-d]pyrimidin-6-yl)phenyl)methacrylamide